[Si](C)(C)(C(C)(C)C)OCC#CC1=CC=C(C(=N1)C)[N+](=O)[O-] 6-(3-((tert-butyldimethylsilyl)oxy)prop-1-yn-1-yl)-2-methyl-3-nitropyridine